(2E,4E)-5-(3,4-dihydroxyphenyl)-1-(piperidin-1-yl)penta-2,4-dien-1-one OC=1C=C(C=CC1O)/C=C/C=C/C(=O)N1CCCCC1